Methyltriphenylphosphonium bromid Tert-butyl-((1r,4r)-4-(piperazin-1-ylmethyl)cyclohexyl)carbamate C(C)(C)(C)N(C([O-])=O)C1CCC(CC1)CN1CCNCC1.[Br-].C[P+](C1=CC=CC=C1)(C1=CC=CC=C1)C1=CC=CC=C1.C[P+](C1=CC=CC=C1)(C1=CC=CC=C1)C1=CC=CC=C1